COC1=NC(=NC(=C1C1=CC=2C(=CN=C(C2)NC(=O)[C@H]2[C@H](C2)F)N1C)OC)NC (1S,2S)-N-(2-(4,6-dimethoxy-2-(methylamino)pyrimidin-5-yl)-1-methyl-1H-pyrrolo[2,3-c]pyridin-5-yl)-2-fluorocyclopropane-1-carboxamide